P(OCCCCCCCCCCCCCCCCCCCC)([O-])[O-] eicosyl phosphite